(S)-3-(1-benzyl-1H-1,2,3-triazol-4-yl)-2-((tert-butoxycarbonyl)amino)propionic acid C(C1=CC=CC=C1)N1N=NC(=C1)C[C@@H](C(=O)O)NC(=O)OC(C)(C)C